[N].CC(C(=NO)C)=NO dimethylglyoxime nitrogen